FC(=C1C[C@H]2[C@@H]([C@@H]([C@H]1C2)C2(CC(=C(C=C2OC)F)C2=CC(=CC=C2F)C(=O)N)C(=O)N)C(=O)NCC2(CCC2)C)F 3-((1R,2R,3S,4S)-6-(difluoromethylene)-3-(((1-methylcyclobutyl)methyl)aminocarbonyl)bicyclo[2.2.1]hept-2-yl)-6,6'-difluoro-4-methoxy-[1,1'-biphenyl]-3,3'-dicarboxamide